C[C@]1(C(NC(CC1)=O)=O)C1=NN(C2=CC(=CC=C12)C1CCNCC1)C (R)-3-methyl-3-(1-methyl-6-(piperidin-4-yl)-1H-indazol-3-yl)piperidine-2,6-dione